ClC1=C2C(NN=C(C2=CC(=C1)B1OC(C(O1)(C)C)(C)C)CN1C(C2=CC=CC=C2C1=O)=O)=O 2-[[5-chloro-4-oxo-7-(4,4,5,5-tetramethyl-1,3,2-dioxaborolan-2-yl)-3H-phthalazin-1-yl]methyl]isoindoline-1,3-dione